3-(4-((4-(diphenylamino)piperidin-1-yl)methyl)-1-oxoisoindolin-2-yl)piperidine-2,6-dione C1(=CC=CC=C1)N(C1CCN(CC1)CC1=C2CN(C(C2=CC=C1)=O)C1C(NC(CC1)=O)=O)C1=CC=CC=C1